(1R,3R,4R)-2-[(2S)-2-(3-chloro-2-methyl-anilino)propanoyl]-N-[(1S)-1-cyano-2-[(3R)-2-oxo-3-piperidyl]ethyl]-5,5-difluoro-2-azabicyclo[2.2.2]octane-3-carboxamide ClC=1C(=C(N[C@H](C(=O)N2[C@H]3CC([C@@H]([C@@H]2C(=O)N[C@@H](C[C@@H]2C(NCCC2)=O)C#N)CC3)(F)F)C)C=CC1)C